7H-Purin-6-ol N1=CN=C2N=CNC2=C1O